BrC1=CC=C(C=C1)C1=NOC(=N1)CCl 3-(4-bromophenyl)-5-(chloromethyl)-1,2,4-oxadiazole